ClC=1C(=C(C=CC1)SC1=C(N=C(N=N1)C)C1=NOCC(N1)CC1=C(C=C(C=C1)C)Cl)F 3-{6-[(3-Chloro-2-fluorophenyl)sulfanyl]-3-methyl-1,2,4-triazin-5-yl}-5-(2-chloro-4-methylbenzyl)-5,6-dihydro-4H-1,2,4-oxadiazine